1,2,3-trimethyl-4-chloropropylcyclopentadiene CC1=C(C(=C(C1)CCCCl)C)C